tert-Butyl (2S,4S)-2-((benzoyloxy)methyl)-4-(bromomethyl)azetidine-1-carboxylate C(C1=CC=CC=C1)(=O)OC[C@H]1N([C@@H](C1)CBr)C(=O)OC(C)(C)C